6-(3-Isopropyl-5-((1-(2-(methylsulfonyl)ethyl)azetidin-3-yl)methyl)-1H-indol-2-yl)-8-methoxy-[1,2,4]triazolo[1,5-a]pyridin C(C)(C)C1=C(NC2=CC=C(C=C12)CC1CN(C1)CCS(=O)(=O)C)C=1C=C(C=2N(C1)N=CN2)OC